CC1(CO1)CC 2-methyl-1,2-epoxybutane